C1(CC1)N1C=C(C(C2=CC=C(C=C12)C=1C=C2CCN(C2=CC1)CC=1C(=NC(=NC1)N)N)=O)C(=O)O Cyclopropyl-7-(1-((2,4-diaminopyrimidin-5-yl)methyl)indolin-5-yl)-4-oxo-1,4-dihydroquinoline-3-carboxylic acid